FC1=CC=C(C=C1)[C@H]1[C@@H](C1)NCCC[C@@H](C(N1CCN(CC1)C(C)C)=O)NC(C1=CC=C(C=C1)C1=NC=CC=N1)=O N-[(2S)-5-[[(1R,2S)-2-(4-Fluorophenyl)cyclopropyl]amino]-1-oxo-1-[4-(propan-2-yl)piperazin-1-yl]pentan-2-yl]-4-(pyrimidin-2-yl)benzamide